8-(4-hydroxytetrahydrofuran-3-yl)-7-oxo-2-((1,2,3,4-tetrahydroisoquinolin-6-yl)amino)-7,8-dihydropyrido[2,3-d]pyrimidine-6-carbonitrile OC1C(COC1)N1C(C(=CC2=C1N=C(N=C2)NC=2C=C1CCNCC1=CC2)C#N)=O